[N+](=O)([O-])C1=CC=CC2=C1N=C(O2)CSC=2NC(C1=C(N2)N(N=C1)C1=CC=CC=C1)=O 6-(((4-Nitrobenzo[d]oxazol-2-yl)methyl)thio)-1-phenyl-1,5-dihydro-4H-pyrazolo[3,4-d]pyrimidin-4-on